racemic-11,16,16-trimethyl-10-oxa-2,4,6,15,17-pentazapentacyclo[13.6.2.12,5.019,23.09,24]tetracosa-1(22),5,7,9(24),19(23),20-hexaene-3,18-dione C[C@H]1OC=2C=CN=C3NC(N(C=4C=CC=5C(NC(N(CCC1)C5C4)(C)C)=O)C32)=O |r|